(2R,6S)-4-(5-cyanopyrimidin-2-yl)-2,6-dimethyl-N-{2-[1-(pyridin-4-ylmethyl)piperidin-4-yl]ethyl}piperazine-1-carboxamide C(#N)C=1C=NC(=NC1)N1C[C@H](N([C@H](C1)C)C(=O)NCCC1CCN(CC1)CC1=CC=NC=C1)C